bis-[β-(4-azidosalicylamido)ethyl] disulfide N(=[N+]=[N-])C=1C=C(C(C(=O)NCCSSCCNC(C=2C(O)=CC(=CC2)N=[N+]=[N-])=O)=CC1)O